N-[3-(BENZYLOXY)-4-FORMYLPHENYL]ACETAMIDE C(C1=CC=CC=C1)OC=1C=C(C=CC1C=O)NC(C)=O